4-((4,6-dimethylpyrimidin-2-yl)amino)-4-methylpiperidine-1-carboxylic acid tert-butyl ester C(C)(C)(C)OC(=O)N1CCC(CC1)(C)NC1=NC(=CC(=N1)C)C